2-hydroxymethyl-1,2,3-nonadecanetricarboxylic acid OCC(CC(=O)O)(C(CCCCCCCCCCCCCCCC)C(=O)O)C(=O)O